8,8-diphenyl-8H-5λ2-benzo[4,5]silolo[2,3-c]carbazole C1(=CC=CC=C1)[Si]1(C2=C(C3=C1C=CC=1[N]C4=CC=CC=C4C31)C=CC=C2)C2=CC=CC=C2